(6-cyano-2-pyridinyl)sodium C(#N)C1=CC=CC(=N1)[Na]